BrC=1C=C(C(=O)N(C)C)C=C(C1CO)C#N 3-bromo-5-cyano-4-(hydroxymethyl)-N,N-dimethylbenzamide